1-(4-(5-carbamoyl-2-(1-ethyl-3-methyl-1H-pyrazole-5-carboxamido)-1H-benzo[d]imidazol-1-yl)butyl)-2-(1-ethyl-3-methyl-1H-pyrazole-5-carboxamido)-1H-benzo[d]imidazole-5-carboxylic acid C(N)(=O)C1=CC2=C(N(C(=N2)NC(=O)C2=CC(=NN2CC)C)CCCCN2C(=NC3=C2C=CC(=C3)C(=O)O)NC(=O)C3=CC(=NN3CC)C)C=C1